tert-Butyl (3R)-4-(4-bromo-5-chloro-2-fluoro-benzoyl)-3-(hydroxymethyl)piperazine-1-carboxylate BrC1=CC(=C(C(=O)N2[C@H](CN(CC2)C(=O)OC(C)(C)C)CO)C=C1Cl)F